BrC=1C=NN(C1)C12CC(C1)(C2)C(C)OC 4-bromo-1-(3-(1-methoxyethyl)bicyclo[1.1.1]pentan-1-yl)-1H-pyrazole